tert-butyl-(4-(methylsulfonyl)benzyl)stannane C(C)(C)(C)[SnH2]CC1=CC=C(C=C1)S(=O)(=O)C